C(C)(C)(C)OC(NC=1C2=C(C=NC1)CN(C2=O)[C@@H](C(C)(C)O)C2CC2)=O |o1:17| (R or S)-tert-butyl(2-(1-cyclopropyl-2-hydroxy-2-methylpropyl)-1-oxo-2,3-dihydro-1H-pyrrolo[3,4-c]pyridin-7-yl)carbamate